2-[[(tert-butyldimethylsilyl)oxy]methyl]benzaldehyde [Si](C)(C)(C(C)(C)C)OCC1=C(C=O)C=CC=C1